BrC=1C=C(C=CC1)S(=O)(=O)CC#N 2-(3-bromophenylsulfonyl)acetonitrile